N-[3-(3-bromo-2-methyl-phenyl)-2-methyl-phenyl]-4-oxo-6,7-dihydro-5H-pyrazolo[1,5-a]pyridine-2-carboxamide BrC=1C(=C(C=CC1)C=1C(=C(C=CC1)NC(=O)C1=NN2C(C(CCC2)=O)=C1)C)C